Ethyl (S)-3-(3-(4-Hydroxy-1-methyl-2-oxo-1,2-dihydropyridin-3-yl)ureido)-3-(2',5,6'-trimethylbiphenyl-3-yl)propanoat OC1=C(C(N(C=C1)C)=O)NC(N[C@@H](CC(=O)OCC)C=1C=C(C=C(C1)C)C1=C(C=CC=C1C)C)=O